(4,6-dimethoxypyrazolo[1,5-a]pyridin-2-yl)-2-(methylsulfonyl)imidazo[2,1-b][1,3,4]thiadiazole COC=1C=2N(C=C(C1)OC)N=C(C2)C2=CN=C1SC(=NN12)S(=O)(=O)C